1-(2,4,5-trimethoxyphenyl)ethanone COC1=C(C=C(C(=C1)OC)OC)C(C)=O